N-[3-[3-(4-chlorophenyl)-1,2,4-oxadiazol-5-yl]-1-bicyclo[1.1.1]pentanyl]-3-(methylsulfonylmethyl)-1,2,4-thiadiazole-5-carboxamide ClC1=CC=C(C=C1)C1=NOC(=N1)C12CC(C1)(C2)NC(=O)C2=NC(=NS2)CS(=O)(=O)C